C(CCCCCC(C)C)C(C(=O)OCCCCCCCCCCCCCCCCCCCCCC)CCCCC(C)C behenyl alcohol isononyl-isononanoate